CN1C[C@H](CC1=O)OC(=O)N1CCN(CC1)C1=NC=2N(C=C1)N=CC2C=2C(=NC=CC2)OC2CC2 [(3S)-1-methyl-5-oxo-pyrrolidin-3-yl]4-[3-[2-(cyclopropoxy)-3-pyridyl]pyrazolo[1,5-a]pyrimidin-5-yl]piperazine-1-carboxylate